C(#N)C1CN(C1)S(=O)(=O)N1CCCCC1 (S)-1-((3-cyanoazetidin-1-yl)sulfonyl)piperidine